CNCC#CC N-methylbut-2-yn-1-amine